3-oxo-1H,2H,3H-3λ5-[1,2,3]triazolo[5,4-b]pyridin-3-ylium-2-ide O=[N+]1[N-]NC=2C1=NC=CC2